C[C@H]1[C@H]([C@H]([C@@H]([C@@H](O1)O[C@H]2[C@@H]([C@H](OC([C@@H]2NC(=O)C)O)CO)O[C@H]3[C@@H]([C@H]([C@H]([C@H](O3)CO)O)O)O)O)O)O The molecule is an amino trisaccharide consisting of N-acetylglucosamine having a fucosyl residue attached at the 3-position via an alpha-linkage and a galactosyl residue attached at the 4-position via a beta-linkage. It has a role as an epitope and an antigen. It is an amino trisaccharide and a glucosamine oligosaccharide.